N-[(3-chloro-5-methoxy-phenyl)methyl]2,2-dimethoxy-ethylamine ClC=1C=C(C=C(C1)OC)CNCC(OC)OC